ethyl (R,Z)-4-((1R,3R,4R)-2-((3-chlorophenyl)-L-leucyl)-5,5-difluoro-2-azabicyclo[2.2.2]octane-3-carboxamido)-2-fluoro-5-((S)-2-oxopyrrolidin-3-yl)pent-2-enoate ClC=1C=C(C=CC1)N[C@@H](CC(C)C)C(=O)N1[C@H]2CC([C@@H]([C@@H]1C(=O)N[C@@H](\C=C(\C(=O)OCC)/F)C[C@H]1C(NCC1)=O)CC2)(F)F